Benzothiazoline-6-sulfonic acid S1C=NC2=C1C=C(C=C2)S(=O)(=O)O